3-(2-aminoethyl)benzonitrile hydrochloride Cl.NCCC=1C=C(C#N)C=CC1